FC=1C(=NC=CC1)S(=O)(=O)NC=1C(=NC=C(C1)C=1C=C2C(=NC=NC2=CC1)N1CCN(CC1)C(C=CC(C)=O)=O)OC fluoro-N-(2-methoxy-5-(4-(4-(4-oxopent-2-enoyl)piperazin-1-yl)quinazolin-6-yl)pyridin-3-yl)pyridine-2-sulfonamide